O,O-DIETHYL S-((2-HYDROXYPHENYL)(NAPHTHALEN-1-YL)METHYL) PHOSPHOROTHIOATE P(OCC)(OCC)(SC(C1=CC=CC2=CC=CC=C12)C1=C(C=CC=C1)O)=O